1-(4-isocyanatophenyl)pyrrolidine N(=C=O)C1=CC=C(C=C1)N1CCCC1